CC1=C2C=NN(C2=CC=C1C1=NC=CC2=CN=C(C=C12)NC1=CC=C(C=C1)S(=O)(=O)C)C(=O)N 4-methyl-5-(7-((4-(methylsulfonyl)phenyl)amino)-2,6-naphthyridin-1-yl)-1H-indazole-1-carboxamide